CC1=C2C(=NN1COCC[Si](C)(C)C)C(C(C2)C(=O)OC)=O methyl 3-methyl-6-oxo-2-((2-(trimethylsilyl)ethoxy)methyl)-2,4,5,6-tetrahydrocyclopenta[c]pyrazole-5-carboxylate